FC1=C(C(=CC(=C1)[N+](=O)[O-])F)N1C[C@@H](N[C@H](C1)C)C (3S,5S)-1-(2,6-difluoro-4-nitro-phenyl)-3,5-dimethyl-piperazine